CC(CCC)C(CCCC)O 4-methylnonan-5-ol